COC(C1C2=CC=CC=C2C=2C=CC=CC12)OC 9-(bismethoxymethyl)fluorene